3-(((4-(benzo[d]oxazol-2-yl)-5-hydroxy-1-methyl-6-oxo-1,6-dihydropyrimidin-2-yl)(methyl)amino)(phenyl)methyl)-N,N-dimethylbenzamide O1C(=NC2=C1C=CC=C2)C=2N=C(N(C(C2O)=O)C)N(C)C(C=2C=C(C(=O)N(C)C)C=CC2)C2=CC=CC=C2